3-[2-(4-cyanophenyl)-5,7-difluoro-1H-indol-3-yl]Propionic acid C(#N)C1=CC=C(C=C1)C=1NC2=C(C=C(C=C2C1CCC(=O)O)F)F